(1R,3aR,6aS)-2-(3-chloro-4H-thieno[3,2-b]pyrrole-5-carbonyl)-N-((R)-1-cyano-2-((R)-2-oxopiperidin-3-yl)ethyl)-5,5-difluorooctahydrocyclopenta[c]pyrrole-1-carboxamide ClC1=CSC2=C1NC(=C2)C(=O)N2[C@H]([C@@H]1[C@H](C2)CC(C1)(F)F)C(=O)N[C@H](C[C@@H]1C(NCCC1)=O)C#N